BrC=1C=2N(C=C(C1)F)C(=C(N2)I)SC(F)(F)F 8-bromo-6-fluoro-2-iodo-3-((trifluoromethyl)thio)imidazo[1,2-a]pyridine